L-5-aminolevulinic acid NCC(CCC(=O)O)=O